1-(5-bromopyridin-3-yl)-N-methylmethanamine BrC=1C=C(C=NC1)CNC